IC(=C=O)CCC Iodooxopentene